2-(2-(2-oxoimidazolidin-1-yl)ethoxy)-1-naphthalenecarbonitrile oxime N(O)=C1N(CCN1)CCOC1=C(C2=CC=CC=C2C=C1)C#N